C1(=C(C(=C(C=2C(=C3C(=C(C(=CC3=CC12)[2H])[2H])[2H])[2H])[2H])[2H])[2H])[2H] Anthracene-d8